2-(3-cyanophenyl)-N-{[(4R)-4-cyclopropyl-2,5-dioxoimidazolidin-4-yl]methyl}-2H-1,2,3-triazole-4-carboxamide C(#N)C=1C=C(C=CC1)N1N=CC(=N1)C(=O)NC[C@]1(NC(NC1=O)=O)C1CC1